12-(prop-2-yl)-12-azatricyclo[6.3.1.02,7]Dodeca-2,4,6-triene CC(C)N1C2C3=CC=CC=C3C1CCC2